BrC(C(=O)NCCCC1=CC=CC=C1)=C 2-Bromo-N-(3-phenylpropyl)acrylamide